BrC=1C=C2C=CC(N(C2=NC1)CC1=CC=C(C=C1)OC)=O 6-bromo-1-(4-methoxybenzyl)-1,8-naphthyridin-2(1H)-one